1-(2-hydroxyethyl)-3-(trifluoromethyl)-5-((2-(trimethylsilyl)ethoxy)methyl)-1,5-dihydro-4H-pyrrolo[2,3-d]pyridazin-4-one OCCN1C=C(C2=C1C=NN(C2=O)COCC[Si](C)(C)C)C(F)(F)F